C(#N)C=1C(=NC(=CC1C(F)(F)F)C(F)(F)F)N1N=C(C=C1C(=O)N(C=1C=C(C=CC1)C)C)C 1-(3-cyano-4,6-bis(trifluoromethyl)pyridin-2-yl)-N,3-dimethyl-N-(m-tolyl)-1H-pyrazole-5-carboxamide